2-(3'-tert-Butyl-5'-[2-(2-ethylhexyloxy)carbonylethyl]-2'-hydroxyphenyl)benzotriazole C(C)(C)(C)C=1C(=C(C=C(C1)CCC(=O)OCC(CCCC)CC)N1N=C2C(=N1)C=CC=C2)O